C(C1=CC=CC=C1)OC1=C(C(=C(C(=O)OCOC)C(=C1C=C)C)OC)C methoxymethyl 4-(benzyloxy)-2-methoxy-3,6-dimethyl-5-vinylbenzoate